3-[(3-fluoro-2-methoxyphenyl)amino]-2-{3-[2-(morpholin-3-yl)ethynyl]pyridin-4-yl}-1H,5H,6H,7H-pyrrolo[3,2-c]pyridin-4-one FC=1C(=C(C=CC1)NC1=C(NC2=C1C(NCC2)=O)C2=C(C=NC=C2)C#CC2NCCOC2)OC